bis((-)-pinanediol) diboron [B].[B].C12(C(CCC(C1(C)C)C2)(C)O)O.C21(C(CCC(C2(C)C)C1)(C)O)O